N-(4-{[6-(5-chloro-2-fluoro-phenyl)-3-[3-(methylsulfanyl)-propoxy]pyridazin-4-yl]-amino}pyridin-2-yl)-3-(4-methylpiperazin-1-yl)propan-amide ClC=1C=CC(=C(C1)C1=CC(=C(N=N1)OCCCSC)NC1=CC(=NC=C1)NC(CCN1CCN(CC1)C)=O)F